CC1=NC(=CC=C1S(=O)(=O)N1CC2(C1)CC(CC2)N2CCOCC2)C(F)(F)F 4-(2-((2-Methyl-6-(trifluoromethyl)pyridin-3-yl)sulfonyl)-2-azaspiro[3.4]oct-6-yl)morpholine